ClC1=CC=C(C=C1)[C@@]1(N(C(C2=CC(=CC(=C12)F)[C@](CC)(C1CCN(CC1)C)O)=O)CC1=NC=C(C=N1)Cl)O[C@@H]1C[C@@H](C1)O (3R)-3-(4-chlorophenyl)-2-[(5-chloropyrimidin-2-yl)methyl]-4-fluoro-6-[(1S)-1-hydroxy-1-(1-methylpiperidin-4-yl)propyl]-3-[cis-3-hydroxycyclobutoxy]-2,3-dihydro-1H-isoindol-1-one